2'-(2-aminopropane-2-yl)-5-chloro-N-(5-chloro-6-(2H-1,2,3-triazol-2-yl)pyridin-3-yl)-2,4'-difluoro-[1,1'-biphenyl]-4-carboxamide NC(C)(C)C1=C(C=CC(=C1)F)C1=C(C=C(C(=C1)Cl)C(=O)NC=1C=NC(=C(C1)Cl)N1N=CC=N1)F